[Si](C)(C)(C(C)(C)C)OCC(C1=NC=C(C=C1)C#C[Si](C)(C)C)NS(=O)C(C)(C)C N-(2-((tert-butyldimethylsilyl)oxy)-1-(5-((trimethylsilyl)ethynyl)pyridin-2-yl)ethyl)-2-methylpropane-2-sulfinamide